CC=1OC2=C(C1)C=C(C=C2C(=O)N)[N+](=O)[O-] 2-methyl-5-nitrobenzofuran-7-formamide